(7R,8aS)-2-[(3S)-3-cyclopropyl-3-hydroxypropanoyl]-7-(2,3-dichloro-6-hydroxyphenyl)-hexahydropyrrolo[1,2-a]pyrazin-4-one C1(CC1)[C@H](CC(=O)N1C[C@H]2N(C(C1)=O)C[C@H](C2)C2=C(C(=CC=C2O)Cl)Cl)O